6-methoxy-10-hydroxymethyl-2-methyl-7-(1-methyl-1H-pyrrol-4-yl)-9,10-dihydro-8-oxa-2,4,10a-triazanaphtho[2,1,8-cde]azulene-1(2H)-one COC=1C=C2N=CC=3N(C(N4C(COC(=C2C34)C1C=1C=CN(C1)C)CO)=O)C